5-(1-(tetrahydro-2H-pyran-2-yl)-1H-pyrazol-4-yl)isoindolin-1-one O1C(CCCC1)N1N=CC(=C1)C=1C=C2CNC(C2=CC1)=O